ClC1=NC=C2C=C(N=C(C2=C1)NC1CC(CC1)(F)F)C1=C(C(=CC(=C1Cl)OC)OC)Cl 7-chloro-3-(2,6-dichloro-3,5-dimethoxyphenyl)-N-(3,3-difluorocyclopentyl)-2,6-naphthyridine-1-amine